ethyl 4-(4-chlorophenyl)-3-oxobutanoate ClC1=CC=C(C=C1)CC(CC(=O)OCC)=O